methyl (S)-6-bromo-5-(4-fluorophenoxy)-2-methyl-3,4-dihydroquinoline-1(2H)-carboxylate BrC=1C(=C2CC[C@@H](N(C2=CC1)C(=O)OC)C)OC1=CC=C(C=C1)F